tetraethylammonium neooctanoate C(CCCC(C)(C)C)(=O)[O-].C(C)[N+](CC)(CC)CC